C1(=C(C=CC=C1)C1=NC=CC=C1)C1=NC=CC=C1 phenylenedipyridine